C(C)OC([C@H](NCC1=C(C=C(C(=C1)Cl)OCC1=C(C(=CC=C1)Br)C)OCC=1C=NC=C(C1)C#N)CO)=O (4-((3-bromo-2-methylbenzyl)oxy)-5-chloro-2-((5-cyanopyridin-3-yl)methoxy)benzyl)-D-serine ethyl ester